3-[3-[2-[2-(2-aminoethoxy)ethoxy]ethyl]-2-oxo-benzimidazol-1-yl]piperidine-2,6-dione NCCOCCOCCN1C(N(C2=C1C=CC=C2)C2C(NC(CC2)=O)=O)=O